cyclohexyl-phosphino-2',6'-dimethoxy-1,1'-biphenyl C1(CCCCC1)C=1C(=C(C=CC1)C1=C(C=CC=C1OC)OC)P